7-(1-Benzylpiperidin-3-yl)-2-(3,5-dichloropyridin-4-yl)pyrazolo[1,5-a]pyrimidine C(C1=CC=CC=C1)N1CC(CCC1)C1=CC=NC=2N1N=C(C2)C2=C(C=NC=C2Cl)Cl